4-(2-azidoethyl)morpholine N(=[N+]=[N-])CCN1CCOCC1